CC(CN)CC(CCCCN)C 2,4-dimethyl-1,8-diaminooctane